(R)-(1-(2-(3-(2-(((3-fluorophenyl)sulfonyl)oxy)phenyl)-5-phenyl-1H-pyrazol-1-yl)-acetamido)-3-methylbutyl)boronic acid FC=1C=C(C=CC1)S(=O)(=O)OC1=C(C=CC=C1)C1=NN(C(=C1)C1=CC=CC=C1)CC(=O)N[C@@H](CC(C)C)B(O)O